BrC1=C(C=C(C=C1)C=1CC[C@@H](CN1)C)Cl (3S)-6-(4-bromo-3-chloro-phenyl)-3-methyl-2,3,4,5-tetrahydropyridine